tert-butyl ((8-(4-(dimethylcarbamoyl)piperazin-1-yl)-3-(5-methylpyridin-2-yl)imidazo[1,2-a]pyridin-6-yl)sulfonyl)(1-methylcyclopropyl)carbamate CN(C(=O)N1CCN(CC1)C=1C=2N(C=C(C1)S(=O)(=O)N(C(OC(C)(C)C)=O)C1(CC1)C)C(=CN2)C2=NC=C(C=C2)C)C